6-(methyl-d3)-2-(4,4,5,5-tetramethyl-1,3,2-dioxaborolane-2-yl)-4,5,6,7-tetrahydrothieno[2,3-c]pyridine C(N1CC2=C(CC1)C=C(S2)B2OC(C(O2)(C)C)(C)C)([2H])([2H])[2H]